P(=S)([O-])([O-])[O-].[Li+].[Li+].[Li+] lithium thiophosphate